[Si](C)(C)(C(C)(C)C)OCCCC=1C(=NC=C(C(=O)OC)C1)Cl methyl 5-(3-(tert-butyldimethylsilyloxy) propyl)-6-chloronicotinate